NC1=C(SC2=NC(=CN=C21)C)C(=O)N[C@@H]2CC1=CC(=C(C=C1CC2)N2CCNCC2)C (S)-7-amino-3-methyl-N-(7-methyl-6-(piperazin-1-yl)-1,2,3,4-tetrahydronaphthalen-2-yl)thieno[2,3-b]pyrazine-6-carboxamide